(R)-5-(azetidin-3-yloxy)-2-chloro-N-(1-(naphthalen-1-yl)ethyl)benzamide N1CC(C1)OC=1C=CC(=C(C(=O)N[C@H](C)C2=CC=CC3=CC=CC=C23)C1)Cl